COC1(C(NC(N1CC1=CC=CC=C1)=O)=O)OC dimethoxybenzyl-hydantoin